4-(4-CHLOROBENZYLOXY)PYRROLIDIN ClC1=CC=C(COC2CCNC2)C=C1